(3R,5S)-5-[4-[4-[[3-(2,3-difluoro-4-methoxyphenyl)imidazo[1,2-a]pyrazin-8-yl]amino]-2-methylbenzoyl]piperazine-1-carbonyl]pyrrolidine-3-carbonitrile FC1=C(C=CC(=C1F)OC)C1=CN=C2N1C=CN=C2NC2=CC(=C(C(=O)N1CCN(CC1)C(=O)[C@@H]1C[C@H](CN1)C#N)C=C2)C